CC=1N(C(=CC1)C)C=1SC(=C(N1)C)C1(COC1)OCCC 2-(2,5-dimethylpyrrol-1-yl)-4-methyl-5-(3-propoxyoxetan-3-yl)thiazole